2-[4-(4-piperidyl)-1-piperidyl]ethanol ethyl-4-[4-(ethylsulfonyl)-2-(6-methyl-7-oxo-6,7-dihydro-1H-pyrrolo[2,3-c]pyridin-4-yl)phenoxy]piperidine-1-carboxylate C(C)C1N(CCC(C1)OC1=C(C=C(C=C1)S(=O)(=O)CC)C=1C2=C(C(N(C1)C)=O)NC=C2)C(=O)OCCN2CCC(CC2)C2CCNCC2